ClCC/C(=C(\C1=CC=CC=C1)/C1=CC=C(OCCN(C(CCCCCCNC2=C3C(N(C(C3=CC=C2)=O)C2C(NC(CC2)=O)=O)=O)=O)C)C=C1)/C1=CC=CC=C1 (Z)-N-(2-(4-(4-chloro-1,2-diphenyl-but-1-en-1-yl)phenoxy)ethyl)-7-((2-(2,6-dioxopiperidin-3-yl)-1,3-dioxoisoindolin-4-yl)amino)-N-methylheptanamide